(L)-xylulose OCC(=O)[C@H](O)[C@@H](O)CO